[NH+]1=CC=CC=C1.C(C)OCC diethyl ether, pyridinium salt